N-((2S,3R)-2-cyclopropyl-3-(2,4-difluorophenyl)butyl)-6-oxo-1,6-dihydropyrimidine-2-carboxamide C1(CC1)[C@H](CNC(=O)C=1NC(C=CN1)=O)[C@@H](C)C1=C(C=C(C=C1)F)F